ethyl (1,2-dimethyl-2,3-epoxycyclopentyl)acetate CC1(C2(C(CC1)O2)C)CC(=O)OCC